C1(=CC=CC=C1)OC(=O)C#CC(=O)OC1=CC=CC=C1 diphenylacetylenedicarboxylic acid